ClC1=C2NC(CN(C2=CC=C1)C(=O)C1=C(C=CC(=C1)N1N=C(N=C1)C(C)C)C)C (5-chloro-3-methyl-3,4-dihydro-2H-quinoxalin-1-yl)-[5-(3-isopropyl-1,2,4-triazol-1-yl)-2-methyl-phenyl]methanone